4-(4-amino-1-methyl-1H-pyrazol-3-yl)butanoic acid methyl ester COC(CCCC1=NN(C=C1N)C)=O